di(methyl)ethyl-(isopropoxy)silane C[Si](OC(C)C)(CC)C